CC(C)[C@H](C)CC[C@@H](C)[C@H]1CC[C@H]2[C@@H]3CC=C4C[C@H](CC[C@]4(C)[C@H]3CC[C@]12C)O campest-5-en-3β-ol